CC(=C)C(C(C)C)C 2,3,4-Trimethylpentene